[Cl-].[Cl-].N1=C(C=CC=C1)C1=NC=CC=C1.N1=C(C=CC=C1)C1=NC=CC=C1.[Ru+2] ruthenium(II) bis(2,2'-bipyridine) dichloride